5-Bromo-1-Penten BrCCCC=C